(S)-3-(3,3-difluoropropyl)pyrrolidine FC(CC[C@@H]1CNCC1)F